N-((3R,5S)-5-((1H-1,2,3-triazol-1-yl)methyl)-1-cyanopyrrolidin-3-yl)-2-fluoro-4-(1-methyl-1H-indazol-5-yl)benzamide N1(N=NC=C1)C[C@@H]1C[C@H](CN1C#N)NC(C1=C(C=C(C=C1)C=1C=C2C=NN(C2=CC1)C)F)=O